P(O)(O)(=S)O[C@H]1[C@H]([C@@H](O[C@@H]1CO)N1C=NC=2C(=O)NC(N)=NC12)OOC 2'-O-methoxyguanosine-3'-phosphorothioate